4-Chloro-6-ethyl-2-(2-fluoroprop-2-yl)pyrimidine ClC1=NC(=NC(=C1)CC)C(C)(C)F